N-(5'-amino-2,3'-bipyridin-5-yl)-4-(2-methyl-6,7-dihydropyrazolo[1,5-a]pyrimidin-4(5H)-yl)-4-oxobutanamide NC=1C=C(C=NC1)C1=NC=C(C=C1)NC(CCC(=O)N1C=2N(CCC1)N=C(C2)C)=O